C12CC(C1)(C2)NC2=CC(=C1C(=N2)N(C=N1)C)Cl N-(3-bicyclo[1.1.1]pentanyl)-7-chloro-3-methyl-imidazo[4,5-b]pyridin-5-amine